OC(C)(C)[C@H]1CN(CC1)C1=CC(=NC(=C1)C)NC(C1=NC(=CC=C1)C=1C=NN(C1)C)=O (R)-N-(4-(3-(2-hydroxypropan-2-yl)pyrrolidin-1-yl)-6-methylpyridin-2-yl)-6-(1-methyl-1H-pyrazol-4-yl)picolinamide